tert-butyl (3R,4R)-4-(((7-((tert-butoxycarbonyl) (3-fluoro-4-(pyridin-2-yl) benzyl) amino)-3-cyclopropylpyrazolo[1,5-a]pyrimidin-5-yl) amino) methyl)-3-hydroxypiperidine-1-carboxylate C(C)(C)(C)OC(=O)N(C1=CC(=NC=2N1N=CC2C2CC2)NC[C@@H]2[C@H](CN(CC2)C(=O)OC(C)(C)C)O)CC2=CC(=C(C=C2)C2=NC=CC=C2)F